NC=1C2=C(N=CN1)N(C(=C2C2=CC=C(C=C2)OC2=CC=CC=C2)C=2C=NN(C2)C2CCN(CC2)C(CC)=O)C 1-(4-(4-(4-amino-7-methyl-5-(4-phenoxyphenyl)-7H-pyrrolo[2,3-d]pyrimidin-6-yl)-1H-pyrazol-1-yl)piperidin-1-yl)propan-1-one